OC1=CNC2=CC=CC=C12 3-hydroxyindole